OC(COC1=CC=CC=C1)O dihydroxyethoxybenzene